(6S,12S)-6,12-dimethyl-18-(oxan-2-yl)-9,13-dioxa-4,5,18,19-tetraazatetracyclo[12.5.2.12,5.017,20]docosa-1(19),2(22),3,14(21),15,17(20)-hexaene C[C@@H]1N2N=CC(C3=NN(C=4C=CC(O[C@H](CCOCC1)C)=CC34)C3OCCCC3)=C2